C[C@H]1CN(CCN1C)C1=C(N)C=C(C(=C1)F)C=1C=NC(=CC1)N1CCOCC1 (S)-2-(3,4-dimethylpiperazin-1-yl)-4-fluoro-5-(6-morpholinopyridin-3-yl)aniline